[Cl-].[Cl-].C[Zr](C1C=CC2=CC=CC=C12)(C1C=C(C=C1)CCCC)(=[SiH2])(=[SiH2])(C)(C)C Tetramethyldisilylene(3-butyl-cyclopentadienyl)(indenyl)zirconium dichloride